8-Heptacosenoic acid C(CCCCCCC=CCCCCCCCCCCCCCCCCCC)(=O)O